NCCOCCO 2-(aminoethoxy)ethanol